N1-((trans)-2-phenylcyclopropyl)cyclohexane-1,4-diamine C1(=CC=CC=C1)[C@H]1[C@@H](C1)NC1CCC(CC1)N